C1(=CC=CC=C1)C1=NOC(=C1)C=C([C@@H]1[C@H]([C@H]([C@@H](O1)N1C=[N+](C=2C(=O)NC(N)=NC12)C)O)O)O (3-phenylisoxazol-5-yl)methylene-7-methylguanosine